CN(C=O)CCC(C=1SC=CC1)=O N-methyl-N-(3-oxo-3-(thiophen-2-yl)propyl)formamide